N-Methyl-N-((tetrahydro-2H-pyran-4-yl)methyl)-6-(4-(trifluoromethyl)phenyl)-7H-pyrrolo[2,3-d]pyrimidin-4-amine CN(C=1C2=C(N=CN1)NC(=C2)C2=CC=C(C=C2)C(F)(F)F)CC2CCOCC2